FC(C(=O)O)(F)F.NC1=NN2C(N=CC=C2)=C1C(=O)N 2-aminopyrazolo[1,5-a]pyrimidine-3-carboxamide trifluoroacetate